copper-Nickel-tin [Sn].[Ni].[Cu]